CNC1CCC(CC1)O 4-(methylamino)cyclohexan-1-ol